C(C1=CC=CC=C1)OCCCN1N=NC2=C1C=CC(=C2C)C=CC(=O)[O-] 3-[1-[3-(benzyloxy)propyl]-4-methyl 1H-benzotriazol-5-yl]prop-2-enoate